methyl (2-methyl-3-furyl) disulfide CC=1OC=CC1SSC